C(C)(C)(C)OC(=O)NC1CCNCC1 4-(tert-Butoxycarbonylamino)piperidine